C(C)C1=CC=C(C(=C1)C(C)(C)C)O 4-ethyl-6-tert-butylphenol